ClC=1C=C2C=C(NC2=CC1OCC=1N=CSC1)CNC(CN(C(OC(C)(C)C)=O)C)=O tert-butyl (2-(((5-chloro-6-(thiazol-4-ylmethoxy)-1H-indol-2-yl)methyl)amino)-2-oxoethyl)(methyl)carbamate